4-(3-acetylphenyl)-3,6-dihydropyridine C(C)(=O)C=1C=C(C=CC1)C=1CC=NCC1